O=C1NC(CCC1N1C(C2=CC=C(C=C2C1=O)N1CCC(CC1)CN1CCN(CC1)C[C@H]1CN(CCO1)C(=O)OC(C)(C)C)=O)=O tert-butyl (2S)-2-[[4-[[1-[2-(2,6-dioxo-3-piperidyl)-1,3-dioxo-isoindolin-5-yl]-4-piperidyl]methyl]piperazin-1-yl]methyl]morpholine-4-carboxylate